ClC1=C(C=C2CCN(CC2=C1)C1CC1)NC1=NC=C(C(=N1)C1=CC2=C(C(NCCS2(=O)=O)=O)S1)C(F)(F)F 7-(2-((7-chloro-2-cyclopropyl-1,2,3,4-tetrahydroisoquinolin-6-yl)amino)-5-(trifluoromethyl)pyrimidin-4-yl)-3,4-dihydrothieno[2,3-f][1,4]thiazepin-5(2H)-one 1,1-dioxide